ClC=1C=NN(C(C1Cl)=O)[C@@H](C(=O)NC1=CC(=C(C=C1)C)S(NCC1=CC=NC=C1)(=O)=O)C |r| (rac)-2-(4,5-dichloro-6-oxo-pyridazin-1-yl)-N-[4-methyl-3-(4-pyridylmethylsulfamoyl)phenyl]propanamide